O1C=CC=2C(=NC=CC21)C2=CC=C(C(=O)NCC1=C(C=CC=C1)CO)C=C2 4-(furo[3,2-c]pyridin-4-yl)-N-[2-(hydroxymethyl)benzyl]benzamide